1-benzyl-4-{2'-ethoxy-[3,3'-bipyridine]-6-yl}piperidine-4-carbonitrile C(C1=CC=CC=C1)N1CCC(CC1)(C#N)C1=CC=C(C=N1)C=1C(=NC=CC1)OCC